[6-[3-(1-hydroxycyclopropyl)-1,2,4-triazol-1-yl]-2-azaspiro[3.3]heptan-2-yl]-[6-[[4-(trifluoromethyl)thiazol-2-yl]methyl]-2-azaspiro[3.3]heptan-2-yl]methanone OC1(CC1)C1=NN(C=N1)C1CC2(CN(C2)C(=O)N2CC3(C2)CC(C3)CC=3SC=C(N3)C(F)(F)F)C1